(R)-2-amino-6-(bis(3-hydroxy-2-(hydroxymethyl)propyl)amino)hexanamide N[C@@H](C(=O)N)CCCCN(CC(CO)CO)CC(CO)CO